C(C)C1(CCCCC1)O ethyl-cyclohexanol